FC=1C=CC(=C(C1)CC(=O)NC1=NC=CC=C1)OC 2-(5-fluoro-2-methoxy-phenyl)-N-(2-pyridyl)acetamide